C(C)[C@@H]1C(N(C=2C=NC(=NC2N1C1CCNCC1)NC1=C(C=CC(=C1)N1CCN(CC1)CC)OCCO)C)=O (R)-7-ethyl-2-((5-(4-ethylpiperazin-1-yl)-2-(2-hydroxyethoxy)phenyl)amino)-5-methyl-8-(piperidin-4-yl)-7,8-dihydro-pteridin-6(5H)-one